methyl 3-(3-(3-fluoro-5-(6-isopropylpyrazolo[1,5-a]pyridine-3-carboxamido)-4-methylphenyl)-1,2,4-oxadiazol-5-yl)azetidine-1-carboxylate FC=1C=C(C=C(C1C)NC(=O)C=1C=NN2C1C=CC(=C2)C(C)C)C2=NOC(=N2)C2CN(C2)C(=O)OC